isododecyl-dimethyl-amine oxide myristyl-dimethylaminoxide C(CCCCCCCCCCCCC)CN([O-])C.C(CCCCCCCCC(C)C)[N+](C)(C)[O-]